3-(5-chloro-2H-benzotriazol-2-yl)-5-(1,1-dimethylethyl)-4-hydroxyphenylpropionic acid methyl ester COC(C(C)C1=CC(=C(C(=C1)C(C)(C)C)O)N1N=C2C(=N1)C=CC(=C2)Cl)=O